N-(4-cyclohexylphenyl)-2-(2-cyclopropylmorpholin-4-yl)-6-(1-methylpiperidin-4-yl)-6,7-dihydro-5H-pyrrolo[3,4-d]pyrimidin-4-amine C1(CCCCC1)C1=CC=C(C=C1)NC=1C2=C(N=C(N1)N1CC(OCC1)C1CC1)CN(C2)C2CCN(CC2)C